ClC1=CC=C(C=C1)C=1N=C2N(C=CC=C2)C1CN1C2CN(C(C1)CC2)C(=O)C=2N(C=CN2)C (5-{[2-(4-Chlorophenyl)imidazo[1,2-a]pyridin-3-yl]methyl}-2,5-diazabicyclo[2.2.2]oct-2-yl)(1-methyl-1H-imidazol-2-yl)methanone